2-amino-N'-(3-cyanopyridin-2-yl)-N',3-dimethyl-N-((5-(trifluoromethyl)pyridin-2-yl)methyl)quinoline-6-carbohydrazide NC1=NC2=CC=C(C=C2C=C1C)C(=O)N(N(C)C1=NC=CC=C1C#N)CC1=NC=C(C=C1)C(F)(F)F